7-(5-((R)-8-cyclohexyl-7,8-dihydro-6H-pyrrolo[2',1':2,3]imidazo[4,5-b]pyridin-2-yl)pyrimidin-2-yl)hexahydroimidazo[1,5-a]pyrazin-3(2H)-one C1(CCCCC1)[C@H]1CCC2=NC=3C(=NC(=CC3)C=3C=NC(=NC3)N3CC4N(CC3)C(NC4)=O)N21